BrC1=NN(C(=N1)OC1=CC(=C(C=C1)C)Cl)C(C)C 3-bromo-5-(3-chloro-4-methyl-phenoxy)-1-(prop-2-yl)-1H-1,2,4-triazole